C=CCCC n-pent-1-ene